2-chloro-1-(1-methyl-1H-pyrazol-4-yl)ethan-1-one ClCC(=O)C=1C=NN(C1)C